8-(2-(difluoromethyl)pyridin-4-yl)-5-methoxyquinoline FC(C1=NC=CC(=C1)C=1C=CC(=C2C=CC=NC12)OC)F